methyl-2-((3,5-bis(trifluoromethyl) benzylidene) amino)-2-ethylbut-3-enoate COC(C(C=C)(CC)N=CC1=CC(=CC(=C1)C(F)(F)F)C(F)(F)F)=O